ethyl 2-(2-((7-bromonaphthalen-1-yl)methoxy)phenyl)acetate BrC1=CC=C2C=CC=C(C2=C1)COC1=C(C=CC=C1)CC(=O)OCC